COC1=C(C=C(C=N1)C1(CC1)C(C(=O)OC)OC1=CC=C(C=C1)[N+](=O)[O-])C(F)(F)F Methyl (1-(6-methoxy-5-(trifluoromethyl)pyridin-3-yl)cyclopropyl)2-(4-nitrophenoxy)acetate